7-aminomethyl-7-deaza-guanine NCC1C=NC=2N=C(NC(C12)=O)N